CC1=C(C(=NC=C1)SC)CSC=1NC(C2=C(N1)CCC2)=O 2-({[4-Methyl-2-(methylsulfanyl)pyridine-3-yl]methyl}sulfanyl)-3H,5H,6H,7H-cyclopenta[d]pyrimidin-4-one